CC1=NC(=NC=2N([C@H](C(NC12)=O)C)C)N[C@@H]1C[C@H](C1)OC1=CC=C(C=C1)OC(F)(F)F (7S)-4,7,8-trimethyl-2-((trans-3-(4-(trifluoromethoxy)phenoxy)-cyclobutyl)amino)-7,8-dihydropteridin-6(5H)-one